FC([C@@]1(C(NC(N1)=O)=O)C1=CC=C(C=C1)C(=O)N1CCN(CC1)C1=NC=C(C=C1C)C)F (S)-5-difluoromethyl-5-{4-[4-(3,5-dimethylpyridin-2-yl)piperazine-1-carbonyl]phenyl}imidazolidine-2,4-dione